ClC=1N=C(C2=C(N1)C=C(O2)C2=NC=CC=C2)OC 2-chloro-4-methoxy-6-(pyridin-2-yl)furo[3,2-d]pyrimidine